C[C@@H]1COCC2=C(S1(=O)=O)C=C(C=C2)C(=O)O |r| Racemic-2-methyl-3,5-dihydro-2H-benzo[e][1,4]oxathiepine-8-carboxylic acid 1,1-dioxide